N-[(3R)-4,4-difluoro-1-{5-[5-methyl-3-(2,3,6-trifluorophenyl)pyridin-2-yl]-4,5-dihydro-1,2-oxazol-3-yl}pyrrolidin-3-yl]methanesulfonamide FC1([C@@H](CN(C1)C1=NOC(C1)C1=NC=C(C=C1C1=C(C(=CC=C1F)F)F)C)NS(=O)(=O)C)F